S1C=C(C=C1)CO (thiophen-3-yl)methanol